CC=1C(C[C@@H](CC1)C(=C)C)=O (R)-2-methyl-5-(1-methylvinyl)-2-cyclohexen-1-one